P(OC1=C(C=C(C(=C1)C)SC1=CC(=C(C(=C1)C)O)C(C)(C)C)C(C)(C)C)(OC1=C(C=C(C(=C1)C)SC1=CC(=C(C(=C1)C)O)C(C)(C)C)C(C)(C)C)OC1=C(C=C(C(=C1)C)SC1=CC(=C(C(=C1)C)O)C(C)(C)C)C(C)(C)C tris[2-tert-butyl-4-(3-tert-butyl-4-hydroxy-5-methylphenylsulfanyl)-5-methylphenyl] phosphite